FCC=1C=C(C=C2C(=NNC12)C=O)C=1C=NC(=NC1)C 7-(fluoromethyl)-5-(2-methylpyrimidin-5-yl)-1H-indazole-3-carbaldehyde